N1(CCC1)C(=O)N1[C@H]([C@@H]([C@H](C1)F)NS(N(C)C)(=O)=O)CC1=C(C(=CC=C1)Cl)F N'-{(2S,3S,4S)-1-(azetidine-1-carbonyl)-2-[(3-chloro-2-fluorophenyl)methyl]-4-fluoropyrrolidin-3-yl}-N,N-dimethylsulfuric Diamide